O1C2=C(OCC1)C=C(C=C2)C=2C(N(C(C2)=O)CC2CCOCC2)=O 3-(2,3-Dihydrobenzo[b][1,4]Dioxin-6-yl)-1-((tetrahydro-2H-pyran-4-yl)methyl)-1H-pyrrole-2,5-dione